N-(4-((3-amino-3-oxopropyl)carbamoyl)phenyl)-1-(4-chlorophenyl)-5-(3-cyanophenyl)-4-methyl-1H-pyrazole-3-Carboxamide NC(CCNC(=O)C1=CC=C(C=C1)NC(=O)C1=NN(C(=C1C)C1=CC(=CC=C1)C#N)C1=CC=C(C=C1)Cl)=O